FC1([C@@H](C1)C1=NN2C(N(C([C@H](CC2)NC(=O)C2=CC3=C(C=N2)CO[C@]3(C)CC)=O)C)=C1)F (R)-N-((S)-2-((S)-2,2-difluorocyclopropyl)-4-methyl-5-oxo-5,6,7,8-tetrahydro-4H-pyrazolo[1,5-a][1,3]diazepin-6-yl)-1-ethyl-1-methyl-1,3-dihydrofuro[3,4-c]pyridine-6-carboxamide